[Ca+2].C(CCCCCCCCCCCCCCCCCCCCCCCCCCC)(=O)[O-].C(CCCCCCCCCCCCCCCCCCCCCCCCCCC)(=O)[O-] montanic acid calcium salt